C1(CC1)C([C@@H](C(=O)NC1=NC(=C(C=C1)C=1C(=NN(C1CC)COCC[Si](C)(C)C)C)F)NC(=O)C=1N(N=CC1)C(C)C)C1CC1 N-[(1S)-1-(dicyclopropylmethyl)-2-[[5-[5-ethyl-3-methyl-1-(2-trimethylsilylethoxymethyl)pyrazol-4-yl]-6-fluoro-2-pyridyl]amino]-2-oxo-ethyl]-2-isopropyl-pyrazole-3-carboxamide